BrC1=C(C=C(O[C@@H](CCC2CCN(CC2)CC(=O)OCC)C)C=C1)C(F)(F)F ethyl (R)-2-(4-(3-(4-bromo-3-(trifluoromethyl)phenoxy)butyl)piperidin-1-yl)acetate